N1=CC(=CC=C1)N1N=C2C=CC=C(C2=C1)C(=O)NCC1OCCC1 2-(3-pyridinyl)-N-[(tetrahydro-2-furanyl)methyl]-2H-indazole-4-carboxamide